benzyl (S)-2-(cyanomethyl)-4-(2-(((S)-1-methylpyrrolidin-2-yl)methoxy)-5,6,7,8-tetrahydropyrido[3,4-d]pyrimidin-4-yl)piperazine-1-carboxylate C(#N)C[C@@H]1N(CCN(C1)C=1C2=C(N=C(N1)OC[C@H]1N(CCC1)C)CNCC2)C(=O)OCC2=CC=CC=C2